O1C(OCCC1)CCC(CC(C#C[Si](C(C)C)(C(C)C)C(C)C)(F)F)C1=C(CCCC1)C(=O)O.C(C)(C)(C)OC(=O)N[C@H](C(=O)N)CC1=CC=C(C=C1)NC(C#CC)=O (2S)-2-[(tert-Butoxycarbonyl)amino]-3-[4-(2-butynamido)phenyl]propanamide 2-(1-(1,3-dioxan-2-yl)-5,5-difluoro-7-(triisopropylsilyl)hept-6-yn-3-yl)cyclohex-1-ene-1-carboxylate